N-(7-(difluoromethyl)-2-methylimidazo[1,2-a]pyridin-6-yl)-4-(piperazin-1-yl)-2,3-dihydro-1H-pyrrolo[2,3-b]pyridine-1-carboxamide 2,2,2-trifluoroacetate FC(C(=O)O)(F)F.FC(C1=CC=2N(C=C1NC(=O)N1CCC=3C1=NC=CC3N3CCNCC3)C=C(N2)C)F